1-(6-(4-(dimethoxymethyl)piperidin-1-yl)benzo[d]isoxazol-3-yl)dihydropyrimidine-2,4(1H,3H)-dione COC(C1CCN(CC1)C1=CC2=C(C(=NO2)N2C(NC(CC2)=O)=O)C=C1)OC